ClC1=C(C=CC=C1)[C@H]1[C@H](CN(C1)CC(F)(F)F)C(=O)N1CC[C@](CCC1)(C(=O)N[C@H](C)\C=C/S(=O)(=O)C)F (R)-1-((3R,4R)-4-(2-chlorophenyl)-1-(2,2,2-trifluoroethyl)pyrrolidine-3-carbonyl)-4-fluoro-N-((R,Z)-4-(methylsulfonyl)but-3-en-2-yl)azepane-4-carboxamide